CC1=NC=CN=C1C=1C=NNC1 2-methyl-3-(1H-pyrazol-4-yl)pyrazine